N-methyl-2-(trifluoromethyl)-5-[4-(trifluoromethyl)phenyl]-5H-pyrido[3,2-b]indole-8-carboxamide CNC(=O)C1=CC=2C3=C(N(C2C=C1)C1=CC=C(C=C1)C(F)(F)F)C=CC(=N3)C(F)(F)F